Methyl 3-(6,7-dimethoxy-3-oxo-1,3-dihydro-2H-benzo[4,5]thieno[2,3-c]pyrrol-2-yl)benzoate COC1=CC2=C(C3=C(C(N(C3)C=3C=C(C(=O)OC)C=CC3)=O)S2)C=C1OC